P(=O)(O)(O)OC[C@@H]1[C@H]([C@@H]([C@@H](C(O)O1)NC(C)=O)O)O c-N-Acetyl-D-mannosamine 6-phosphate